CC(C(=O)O)(C)[C@H]1CN(CC1)C=1C(=NC(=CC1)C=1N=NN(C1CN1C(C=CC(=C1)CCC)=O)C)C (S)-2-methyl-2-(1-(2-methyl-6-(1-methyl-5-((2-oxo-5-propylpyridin-1(2H)-yl)methyl)-1H-1,2,3-triazol-4-yl)pyridin-3-yl)pyrrolidin-3-yl)propanoic acid